(R)-6-chloro-3-((1-(2-(4-(2,5-dimethyl-2H-1,2,3-triazol-4-yl)piperidin-1-yl)-3,6-dimethyl-4-oxo-3,4-dihydroquinazolin-8-yl)ethyl)amino)-N-(methylsulfonyl)picolinamide ClC1=CC=C(C(=N1)C(=O)NS(=O)(=O)C)N[C@H](C)C=1C=C(C=C2C(N(C(=NC12)N1CCC(CC1)C1=NN(N=C1C)C)C)=O)C